N1C=CC=2C1=NC=C(C2)C(=O)N2CC1=C(CC2)C(=CS1)C(=O)[O-].[Na+] sodium 6-(1H-pyrrolo[2,3-b]pyridine-5-carbonyl)-4,5,6,7-tetrahydrothieno[2,3-c]pyridine-3-carboxylate